Cl.ClCC1=NNC(=C1)[N+](=O)[O-] 3-(Chloromethyl)-5-nitro-1H-pyrazole hydrochloride salt